CCCCCC/C=C\\CCCCCCCC(=O)OC[C@H](COP(=O)([O-])OCC[N+](C)(C)C)OC(=O)CCC/C=C\\C/C=C\\C/C=C\\C/C=C\\CCCCC The molecule is a phosphatidylcholine 36:5 in which the acyl groups specified at positions 1 and 2 are (9Z)-hexadecenoyl and (5Z,8Z,11Z,14Z)-eicosatetraenoyl respectively. It has a role as a mouse metabolite. It derives from a palmitoleic acid and an arachidonic acid.